3-methyl-2-[7-(4-piperidylmethyl)-5,6-dihydropyrrolo[2,3-c]pyridazin-3-yl]-5-(trifluoromethyl)phenol CC=1C(=C(C=C(C1)C(F)(F)F)O)C1=CC2=C(N=N1)N(CC2)CC2CCNCC2